CC1=CC=C(C=C1)S(=O)(=O)N1[C@H](C[C@@H](CC1)C(F)(F)F)C1=C(C=O)C=CC=C1 ((2r,4r)-1-p-toluenesulfonyl-4-(trifluoromethyl)piperidin-2-yl)benzaldehyde